(S)-3-(4-(7-chloro-3-cyclopropyl-2-oxo-2,3-dihydro-1H-benzo[d]imidazol-1-yl)phenyl)-2-(tritylamino)propionic acid methyl ester COC([C@H](CC1=CC=C(C=C1)N1C(N(C2=C1C(=CC=C2)Cl)C2CC2)=O)NC(C2=CC=CC=C2)(C2=CC=CC=C2)C2=CC=CC=C2)=O